C(C)(C)(C)OC(=O)O[C@@H]1[C@H]([C@H](N(C1)C(=O)OC(C)(C)C)CC1=CC=C(C=C1)C1=CN=C(S1)N1CC(C1)(F)F)OC(=O)OC1=CC=C(C=C1)[N+](=O)[O-] tert-butyl (2R,3S,4S)-4-[(tert-butoxycarbonyl)oxy]-2-({4-[2-(3,3-difluoroazetidin-1-yl)-1,3-thiazol-5-yl]phenyl}methyl)-3-[(4-nitrophenoxycarbonyl)oxy]pyrrolidine-1-carboxylate